C(C1=CC=CC=C1)OC(=O)N1C[C@H](CCC(C1)=O)NC(=O)OCC1=CC=CC=C1 (3S)-3-(benzyloxycarbonylamino)-6-oxo-azepane-1-carboxylic acid benzyl ester